CN(C)CC1=CC=C(C=C1)[S@@](=O)(N)=NC(NC1=C2CCCC2=CC=2CCCC12)=O (R)-4-((dimethylamino)methyl)-N'-(1,2,3,5,6,7-hexahydro-s-indacen-4-ylcarbamoyl)benzene-sulfonimidamide